FC=1C=C2CNCC2=CC1F 5,6-bis(fluoranyl)isoindoline